5-adamant-1-yl-N-[2-(3,4-dihydroxyphenyl)-ethyl]-2-hydroxy-4-methoxy-benzoic acid amide C12(CC3CC(CC(C1)C3)C2)C=2C(=CC(=C(C(=O)NCCC3=CC(=C(C=C3)O)O)C2)O)OC